rac-(1R,2R,3S,4R,5S)-N-(4-ethoxy-3-(trifluoromethyl)phenyl)-5-hydroxy-3-(1-methyl-3-(trifluoromethyl)-1H-pyrazol-4-yl)-7-oxabicyclo[2.2.1]heptane-2-carboxamide C(C)OC1=C(C=C(C=C1)NC(=O)[C@H]1[C@H]2C[C@@H]([C@@H]([C@@H]1C=1C(=NN(C1)C)C(F)(F)F)O2)O)C(F)(F)F |r|